1-methyl-4-(pyridazin-4-yl)-1H-pyrazol CN1N=CC(=C1)C1=CN=NC=C1